CN1CCN(CC1)C1=NC=C(C(=O)N)C(=C1)C1=C(C=CC=C1)C 6-(4-methyl-piperazin-1-yl)-4-o-tolyl-Nicotinamide